N-methoxy-N,2-dimethyl-6-morpholin-4-ylpyridine-4-carboxamide CON(C(=O)C1=CC(=NC(=C1)N1CCOCC1)C)C